C(C1=CC=CC=C1)OCC[C@@H]1CNCC=2N1N=C(C2)C2=CC=C(C=C2)F |r| (7RS)-7-[2-(benzyloxy)ethyl]-2-(4-fluorophenyl)-4,5,6,7-tetrahydropyrazolo[1,5-a]pyrazine